Methyl 3-chloro-6-(6-chlorobenzo[c][1,2,5]oxadiazol-5-yl)picolinate ClC=1C(=NC(=CC1)C1=CC=2C(=NON2)C=C1Cl)C(=O)OC